SC1=NC=C(C(=N1)N)C#N 2-Mercapto-4-aminopyrimidin-5-carbonitrile